8-(1,6-dimethyl-1H-indazol-7-yl)-6-(2-(2-propenoyl)-2,6-diazaspiro[3.4]octan-6-yl)-3,4-dihydro-2H-chromene-7-carbonitrile CN1N=CC2=CC=C(C(=C12)C=1C(=C(C=C2CCCOC12)N1CC2(CN(C2)C(C=C)=O)CC1)C#N)C